N-[1-[5-fluoro-2-[[1-[(1-hydroxycyclopropyl)methyl]-5-methyl-pyrazol-4-yl]amino]pyrimidin-4-yl]-3-methyl-indol-5-yl]prop-2-enamide FC=1C(=NC(=NC1)NC=1C=NN(C1C)CC1(CC1)O)N1C=C(C2=CC(=CC=C12)NC(C=C)=O)C